2-(1-cyclopentylpiperidin-3-yl)-5-(4-fluorophenyl)-3-methylpyridine C1(CCCC1)N1CC(CCC1)C1=NC=C(C=C1C)C1=CC=C(C=C1)F